C(C(=C)C)(=O)NCC(=O)NCC(=O)C1(O)[C@H](N)[C@@H](O)[C@@H](O)[C@H](O1)CO N-methacryloylglycylglycylgalactosamine